FC1=C(C=C(C=C1)F)C1=NC2=C(N1)C=CC(=C2)NC(=O)NC=2C(=C1C=CC(OC1=CC2)(C)C)OC 1-(2-(2,5-difluorophenyl)-1H-benzo[d]imidazol-5-yl)-3-(5-methoxy-2,2-dimethyl-2H-chromen-6-yl)urea